3-ethylsulfanyl-N-(2,4-dichloro-6-(2-(2-methylbenzylidene)hydrazinecarbonyl)phenyl)-5-(trifluoromethyl)picolinamide C(C)SC=1C(=NC=C(C1)C(F)(F)F)C(=O)NC1=C(C=C(C=C1C(=O)NN=CC1=C(C=CC=C1)C)Cl)Cl